NC=1C2=C(N=C(N1)OCCCC)C(=NN2)CC2=C(C=C(CN1CCC(CC1)NC([C@H](O)C1CC1)=O)C=C2)OC (R)-N-(1-(4-((7-amino-5-butoxy-1H-pyrazolo[4,3-d]pyrimidin-3-yl)methyl)-3-methoxybenzyl)piperidin-4-yl)-2-cyclopropyl-2-hydroxyacetamide